N-(2,4-dibromo-6-methoxy-phenyl)acetamide BrC1=C(C(=CC(=C1)Br)OC)NC(C)=O